2-((4-butoxyphenyl)sulfonamido)-N-hydroxy-4-methylpentanamide C(CCC)OC1=CC=C(C=C1)S(=O)(=O)NC(C(=O)NO)CC(C)C